FC(OC1=C(C=CC=C1)C1=CC(=NC=C1C(=O)OCC)CO)F ethyl 4-(2-(difluoromethoxy)phenyl)-6-(hydroxymethyl)nicotinate